C(CCC)(=O)OC1=C(C=C(C=C1C=O)C(NC=1SC(=CN1)C1=CC(=CC=C1)N1CCCC1)=O)F 2-fluoro-6-formyl-4-((5-(3-(pyrrolidin-1-yl)phenyl)thiazol-2-yl)carbamoyl)phenyl butyrate